BrC=1C=CC(=C(C1)NC(CCCCOC1=C(C=NN1C)C1=CC(=CN(C1=O)C)C(=O)OC)C)[N+](=O)[O-] methyl 5-(5-((5-((5-bromo-2-nitrophenyl) amino) hexyl) oxy)-1-methyl-1H-pyrazol-4-yl)-1-methyl-6-oxo-1,6-dihydropyridine-3-carboxylate